5-(2'-Methyl-[1,1'-biphenyl]-4-carbonyl)-2-oxa-5-azaspiro[3.4]octan-7-one CC1=C(C=CC=C1)C1=CC=C(C=C1)C(=O)N1C2(COC2)CC(C1)=O